5-chloro-2,3-dihydro-4-{[4-O-(β-D-galactopyranosyl)-D-fructofuranosyl]amino}-N-[1-(3-methoxypropyl)-4-piperidinyl]-7-benzofurancarboxamide ClC=1C=C(C2=C(CCO2)C1NC1(CO)[C@@H](O)[C@H](O[C@H]2[C@H](O)[C@@H](O)[C@@H](O)[C@H](O2)CO)[C@H](O1)CO)C(=O)NC1CCN(CC1)CCCOC